N=1C=NN2C1C=CC(=C2)OC2=C(C=C(C=C2)NC=2C1=C(N=CN2)SC2=C1CCN(C2)C(\C=C\CCl)=O)Cl (E)-1-(4-((4-([1,2,4]triazolo[1,5-a]pyridin-6-yloxy)-3-chlorophenyl)amino)-5,8-dihydropyrido[4',3':4,5]thieno[2,3-d]pyrimidin-7(6H)-yl)-4-chlorobut-2-en-1-one